C(C)(C)CC(=O)C(C(C)=O)(C(C)=O)C(C)C diisopropyl-diacetylacetone